N1N=CC(=C1)CNC(NCCCCCC(=O)N(C)C1=C(C=CC=C1)F)=O 6-(3-((1H-pyrazol-4-yl)methyl)ureido)-N-(2-fluorophenyl)-N-methylhexanamide